(M)-6-(4-(4-(aminomethyl)-1-oxo-1,2-dihydrophthalazin-6-yl)-1-methyl-1H-pyrazol-5-yl)-7-fluoro-3,8-dimethylquinoline-5-carbonitrile NCC1=NNC(C2=CC=C(C=C12)C=1C=NN(C1C1=C(C=2C=C(C=NC2C(=C1F)C)C)C#N)C)=O